C(C)(C)(C)C1=C(C=CC=C1)[N+]#[C-] 2-TERT-BUTYL-PHENYLISOCYANIDE